1-(Exo-3-((4-((4-([1,2,4]triazolo[1,5-c]pyrimidin-7-yloxy)-3-methylphenyl)amino)quinazolin-6-yl)oxy)-8-azabicyclo[3.2.1]oct-8-yl)prop-2-en-1-one N=1C=NN2C=NC(=CC21)OC2=C(C=C(C=C2)NC2=NC=NC1=CC=C(C=C21)OC2CC1CCC(C2)N1C(C=C)=O)C